(1R,3aS,6aR)-N-((S)-4-hydroxy-3-oxo-1-((R)-2-oxopyrrolidin-3-yl)butan-2-yl)-2-(1H-indole-2-carbonyl)octahydrocyclopenta[c]pyrrole-1-carboxamide OCC([C@H](C[C@@H]1C(NCC1)=O)NC(=O)[C@@H]1N(C[C@@H]2[C@H]1CCC2)C(=O)C=2NC1=CC=CC=C1C2)=O